3-[[6-[6-(2,3-dihydroxypropylsulfanylmethyl)-2-pyridyl]-2-pyridyl]methylsulfanyl]propane-1,2-diol OC(CSCC1=CC=CC(=N1)C1=CC=CC(=N1)CSCC(CO)O)CO